COC1=CC(=C(C=N1)NC1=C(C(NC=C1)=O)C(=O)NC1=CC=C(C=C1)N1CCN(CC1)C)C 4-((6-Methoxy-4-methylpyridin-3-yl)amino)-N-(4-(4-methylpiperazin-1-yl)phenyl)-2-oxo-1,2-dihydropyridine-3-carboxamide